O=C(CC[C@H]1NC(OC1)=O)N1CC(C1)C=1C=NC(=CC1)C1(CC1)C(F)(F)F (4R)-4-[3-Oxo-3-[3-[6-[1-(trifluoromethyl)cyclopropyl]-3-pyridyl]azetidin-1-yl]propyl]oxazolidin-2-one